N-(5,6-dimethoxybenzothiazol-2-yl)-2-cyclopentyloxy-2-[4-(ethylsulfonyl)phenyl]acetamide COC=1C(=CC2=C(N=C(S2)NC(C(C2=CC=C(C=C2)S(=O)(=O)CC)OC2CCCC2)=O)C1)OC